3-(t-butylamino)propane-1,2-diol C(C)(C)(C)NCC(CO)O